C(#N)CC1=CC=C(C=C1)C(CC1=NC(=NC(=N1)N[C@@H](CO)CC(C)C)NS(=O)(=O)C)C N-(4-(2-(4-(Cyanomethyl)phenyl)propyl)-6-(((R)-1-hydroxy-4-methylpentan-2-yl)amino)-1,3,5-triazin-2-yl)methanesulfonamide